4'-(Benzyloxy)-7-(dibenzylamino)-2'-(methylsulfonyl)-3,4,5',8'-tetrahydro-2H-spiro[naphthalene-1,7'-pyrano[4,3-d]pyrimidine]-8-carbonitrile C(C1=CC=CC=C1)OC=1C2=C(N=C(N1)S(=O)(=O)C)CC1(OC2)CCCC2=CC=C(C(=C21)C#N)N(CC2=CC=CC=C2)CC2=CC=CC=C2